NC1=CC=C(C=C1)/C=C/C(=O)N[C@H](C(=O)NC1=CC=C(C=C1)C(NO)=O)CC1=CC=CC=C1 (2S)-2-[[(E)-3-(4-aminophenyl)prop-2-enoyl]amino]-N-[4-(hydroxycarbamoyl)phenyl]-3-phenyl-propionamide